2-(2,6-dioxopiperidin-3-yl)-5-((4-(2-methyl-5,6,7,8-tetrahydrobenzo[4,5]thieno[2,3-d]pyrimidin-4-yl)piperazin-1-yl)methyl)isoindoline-1,3-dione O=C1NC(CCC1N1C(C2=CC=C(C=C2C1=O)CN1CCN(CC1)C=1C2=C(N=C(N1)C)SC1=C2CCCC1)=O)=O